3-{[tris(hydroxymethyl)-methyl]-amino}-propanesulfonic acid OCC(CO)(CO)NCCCS(=O)(=O)O